C(C)OC(C(=O)NC1=NC=CC(=C1)I)=O 2-((4-Iodopyridin-2-yl)amino)-2-oxoacetic acid ethyl ester